Diphenyl-sulfonium C1(=CC=CC=C1)[SH+]C1=CC=CC=C1